FC1=C(C(=CC=C1)OC)C=1C=C2C(=CN1)NN=C2C2=C(C(=O)N)C=CC=C2N2CC(NCC2)=O (5-(2-fluoro-6-methoxyphenyl)-1H-pyrazolo[3,4-c]pyridin-3-yl)-3-(3-oxopiperazin-1-yl)benzamide